5-((S)-5-methyl-3,4,5,6-tetrahydropyridin-2-yl)-2-(2-methyl-2-azabicyclo[2.2.1]heptan-4-yl)benzo[d]thiazole C[C@H]1CCC(=NC1)C=1C=CC2=C(N=C(S2)C23CN(C(CC2)C3)C)C1